C([C@H](C)O)O (S)-(+)-1,2-propylene glycol